(3R,4R)-3-hydroxy-4-(3-(trifluoromethyl)phenoxy)piperidine-1-carboxylic acid tert-butyl ester C(C)(C)(C)OC(=O)N1C[C@H]([C@@H](CC1)OC1=CC(=CC=C1)C(F)(F)F)O